(2R,5R)-tert-butyl 5-((R)-2-hydroxy-1-(2-hydroxybenzamido)ethyl)-1-methylpyrrolidine-2-carboxylate OC[C@H](NC(C1=C(C=CC=C1)O)=O)[C@H]1CC[C@@H](N1C)C(=O)OC(C)(C)C